tert-butyl (4,4-diethoxybutyl)(methyl)carbamate C(C)OC(CCCN(C(OC(C)(C)C)=O)C)OCC